benzyl (3R)-3-(1-azidoethyl)pyrrolidine-1-carboxylate N(=[N+]=[N-])C(C)[C@H]1CN(CC1)C(=O)OCC1=CC=CC=C1